C1=C(C=CC=2C3=CC=CC=C3C3=CC=CC=C3C12)C1=CC=C(S1)C1=CC=C(C=C1)N1CCN(CC1)C1=CC=C(C=C1)C=1SC(=CC1)C1=CC=2C3=CC=CC=C3C3=CC=CC=C3C2C=C1 1,4-bis(4-(5-(triphenylen-2-yl)thiophen-2-yl)phenyl)piperazine